FC1=C(NC2=C(C=NC(=C2C)O)C(=O)OC)C=CC(=C1)I methyl 4-(2-fluoro-4-iodoanilino)-6-hydroxy-5-methylpyridine-3-carboxylate